(Z)-2,6-dimethoxy-styrene COC1=C(C=C)C(=CC=C1)OC